2-((2S,6R)-2,6-dimethylmorpholino)-6-methyl-8-((R)-1-(phenylamino)ethyl)-4H-chromen C[C@@H]1O[C@@H](CN(C1)C=1OC2=C(C=C(C=C2CC1)C)[C@@H](C)NC1=CC=CC=C1)C